FC=1C=C2[C@H]3CCCN3C=3C=CN4N=CC(C(N(CCCOC2=NC1)C)=O)=C4N3 (6R)-9-fluoro-17-methyl-13-oxa-2,11,17,21,22,25-hexaazapentacyclo[17.5.2.02,6.07,12.022,26]hexacosa-1(25),7,9,11,19(26),20,23-heptaen-18-one